C[Si](OOCCCC)(C)C trimethyl-butyl-peroxysilane